5-(3-cyano-6-(2-hydroxy-2-methylpropyloxy) pyrazolo[1,5-a]pyridin-4-yl)-2,5-dihydro-1H-pyrrole-1-carboxylate C(#N)C=1C=NN2C1C(=CC(=C2)OCC(C)(C)O)C2C=CCN2C(=O)[O-]